CC1NCCC=2C3=CC=CC=C3NC12 methyltetrahydro-β-carboline